C(C)NC(C1=CC=C(C=C1)NC1=NC=C(C(=N1)NCC1=NC=CC=C1N(S(=O)(=O)C)C)C(F)(F)F)=O N-ethyl-4-({4-[({3-[methyl(methylsulfonyl)amino]pyridin-2-yl}methyl)amino]-5-(trifluoromethyl)pyrimidin-2-yl}amino)benzamide